(S)-2-((((9H-fluoren-9-yl)methoxy)carbonyl)(methyl)amino)-3-(5,6,7,8-tetrahydronaphthalen-1-yl)propanoic acid C1=CC=CC=2C3=CC=CC=C3C(C12)COC(=O)N([C@H](C(=O)O)CC1=CC=CC=2CCCCC12)C